N1=CC(=C2N1C=CC=N2)C(=O)OC=2C(=NN(C2)C[C@](CO)(C)O)C2=C(C=CC(=C2)C#N)OC (S)-3-(5-cyano-2-methoxyphenyl)-1-(2,3-dihydroxy-2-methylpropyl)-1H-pyrazol-4-yl pyrazolo[1,5-a]pyrimidine-3-carboxylate